4-(6-(4-(2-cyclopropylacetamido)thiophen-2-yl)pyrazin-2-yl)-2-methoxy-N-(3-methoxy-1-methyl-1H-pyrazol-4-yl)benzamide C1(CC1)CC(=O)NC=1C=C(SC1)C1=CN=CC(=N1)C1=CC(=C(C(=O)NC=2C(=NN(C2)C)OC)C=C1)OC